NC(CO)(C)C=1C=NC=C(C1)Br 2-amino-2-(5-bromopyridin-3-yl)propan-1-ol